methyl 2-(5-bromo-7-methoxy-3,3-dimethyl-2-oxoindol-1-yl)acetate BrC=1C=C2C(C(N(C2=C(C1)OC)CC(=O)OC)=O)(C)C